t-butyl-dimethyl-[(4-methylsulfanyl-thiazol-2-yl)methoxy]silane C(C)(C)(C)[Si](OCC=1SC=C(N1)SC)(C)C